ethyl 2-{[trans-4-(dibenzylamino)cyclohexyl]oxy}propionate C(C1=CC=CC=C1)N([C@@H]1CC[C@H](CC1)OC(C(=O)OCC)C)CC1=CC=CC=C1